C(C1=CC=CC=C1)OC(=O)N1CCC(CC1)CN1[C@H](CN(C[C@H]1C)C(=O)OC(C)(C)C)C tert-butyl (3S,5R)-4-((1-((benzyloxy)carbonyl)piperidin-4-yl)methyl)-3,5-dimethylpiperazine-1-carboxylate